(S)-N-((S)-(3-chloro-4-fluoro-phenyl)((R)-2-chlorobicyclo[4.2.0]-octa-1(6),2,4-trien-7-yl)methyl)-2-oxoimidazolidine-4-carboxamide ClC=1C=C(C=CC1F)[C@@H](NC(=O)[C@H]1NC(NC1)=O)[C@H]1C=2C=CC=C(C2C1)Cl